((2-(3-formylthiophen-2-yl)-4-methylpyrimidin-5-yl)oxy)cyclohexane-1-carboxylic acid C(=O)C1=C(SC=C1)C1=NC=C(C(=N1)C)OC1(CCCCC1)C(=O)O